(S)-N-(3-cyclopropylisoxazol-5-yl)-2-(3,4-dicyanophenyl)-2-((S)-3,3-difluorocyclopentyl)acetamide C1(CC1)C1=NOC(=C1)NC([C@@H]([C@@H]1CC(CC1)(F)F)C1=CC(=C(C=C1)C#N)C#N)=O